methyl 2-bromo-5-chloro-4-(trifluoromethyl)benzoate BrC1=C(C(=O)OC)C=C(C(=C1)C(F)(F)F)Cl